Methyl 4-(2-bromoacetyl)-2,5-dimethylbenzoate BrCC(=O)C1=CC(=C(C(=O)OC)C=C1C)C